1,3-dimethyl-2-(3-nitro-1,2,4-triazol-1-yl)-2-pyrrolidin-1-yl-1,3,2-diazaphospholane CN1P(N(CC1)C)(N1CCCC1)N1N=C(N=C1)[N+](=O)[O-]